(3S)-3-amino-5,5,7-trifluoro-8-(5-pyrrolidin-1-yl-1,3,4-oxadiazol-2-yl)-1-[[4-[5-(trifluoromethyl)-1,2,4-oxadiazol-3-yl]phenyl]methyl]-3,4-dihydro-1-benzazepin-2-one N[C@@H]1C(N(C2=C(C(C1)(F)F)C=C(C(=C2)C=2OC(=NN2)N2CCCC2)F)CC2=CC=C(C=C2)C2=NOC(=N2)C(F)(F)F)=O